FC1=CC=C(C=C1)NC1=NC(=C2N=CNC2=N1)N1CCNCC1 N-(4-fluorophenyl)-6-(piperazin-1-yl)-9H-purin-2-amine